FC1CC(C1)C1=CC(=NN1)NC1=CN=CC(=N1)OC1CCN(CC1)C(=O)OC(C)(C)C tert-butyl 4-((6-((5-(3-fluorocyclobutyl)-1H-pyrazol-3-yl)amino)pyrazin-2-yl)oxy)piperidine-1-carboxylate